N-((1-(4-bromophenyl)cyclobutyl)methyl)-2-(trifluoromethyl)imidazo[1,2-a]pyridin-5-amine BrC1=CC=C(C=C1)C1(CCC1)CNC1=CC=CC=2N1C=C(N2)C(F)(F)F